FC(C(N)(F)F)(CC(F)(F)F)F heptafluoro-1-butylamine